ClC1=NC=C(C(=N1)C=1C(=NN(C1C)C)C)F 2-chloro-5-fluoro-4-(1,3,5-trimethyl-1H-pyrazol-4-yl)pyrimidine